CN1C[C@@H]([C@H](CC1)NC(=O)C1=CC(=CC=2N(C=NC21)CC(F)(F)F)C#CCNC=2C=NC(=CC2OC)C(C)(C)C)C N-[(3S,4S)-1-methyl-3-methyl-4-piperidyl]-6-{3-[6-(tert-butyl)-4-methoxy-3-pyridylamino]-1-propynyl}-1-(2,2,2-trifluoroethyl)-1H-1,3-benzimidazole-4-carboxamide